(3R,4S)-N-((S)-(3-chloro-2,6-difluorophenyl)(4-fluorobicyclo[2.2.1]heptan-1-yl)methyl)-3-(ethylsulfonamido)-4-hydroxycyclopentane-1-carboxamide ClC=1C(=C(C(=CC1)F)[C@@H](NC(=O)C1C[C@H]([C@H](C1)O)NS(=O)(=O)CC)C12CCC(CC1)(C2)F)F